FC1=C2C(=C(N=C(C2=CN=C1C1=CC(=CC2=CC=C(C(=C12)C#C[Si](C(C)C)(C(C)C)C(C)C)F)C(=O)OC)N1CC2CCC(C1)N2C(=O)OC(C)(C)C)C)C tert-butyl 3-[5-fluoro-6-[7-fluoro-3-methoxycarbonyl-8-(2-triisopropylsilylethynyl)-1-naphthyl]-3,4-dimethyl-2,7-naphthyridin-1-yl]-3,8-diazabicyclo[3.2.1]octane-8-carboxylate